CON(C(C(C)OC)=O)CC1=CC=C(C=C1)C1=NOC(=N1)C(F)(F)F N,2-dimethoxy-N-[[4-[5-(trifluoromethyl)-1,2,4-oxadiazol-3-yl]phenyl]-methyl]-propanamide